4-oxo-cyclohexyl acrylate C(C=C)(=O)OC1CCC(CC1)=O